COC1=C(C=CC(=N1)C=O)C(F)(F)F 6-methoxy-5-(trifluoromethyl)picolinaldehyde